diamino-5'-phenoxybenzophenone NC=1C(=C(C(=O)C2=CC=CC(=C2)OC2=CC=CC=C2)C=CC1)N